2-[(3,5-Dihydroxyphenyl)methyl]-3,5,6-trimethylbenzene-1,4-diol OC=1C=C(C=C(C1)O)CC1=C(C(=C(C(=C1C)O)C)C)O